(7-bromo-5-(tert-butyl)quinolin-8-yl)methanamine BrC1=CC(=C2C=CC=NC2=C1CN)C(C)(C)C